BrCC(C)C1=CC=C(C=C1)F 1-(1-bromopropan-2-yl)-4-fluorobenzene